N-(tert-Butoxycarbonyl)-L-valine C(C)(C)(C)OC(=O)N[C@@H](C(C)C)C(=O)O